N1C(NCCC1)=O 3,4,5,6-tetrahydro-2(1H)-pyrimidinone